2-(4-(2-(5-amino-7-methoxy-[1,2,4]triazolo[1,5-c]quinazolin-2-yl)cyclopropyl)phenyl)propan-2-ol NC1=NC=2C(=CC=CC2C=2N1N=C(N2)C2C(C2)C2=CC=C(C=C2)C(C)(C)O)OC